2-(1H-tetrazol-5-yl)ethanol N1N=NN=C1CCO